chloromethyl (6aR,9R)-5-bromo-9-(diethylcarbamoyl)-7-methyl-6a,7,8,9-tetrahydroindolo[4,3-fg]quinoline-4(6H)-carboxylate BrC=1N(C2=CC=CC=3C4=C[C@H](CN([C@@H]4CC1C32)C)C(N(CC)CC)=O)C(=O)OCCl